homoserine butyl ester C(CCC)OC([C@@H](N)CCO)=O